C(C)(C)OC=1C(=CC2=CN(N=C2C1)C12COC(CC1)(C2)C)C(=O)O 6-Isopropoxy-2-(1-methyl-2-oxabicyclo[2.2.1]heptan-4-yl)-2H-indazole-5-carboxylic acid